COC1=NC(=CC(=C1)C#CC1=NN(C2=NC=NC(=C21)N)[C@@H]2CNCC2)OC (S)-3-((2,6-dimethoxypyridin-4-yl)ethynyl)-1-(pyrrolidin-3-yl)-1H-pyrazolo[3,4-d]pyrimidin-4-amine